(S)-4-(4-((4-ethylpyridin-2-yl)carbamoyl)phenyl)-1-(methylamino)-2-(piperidin-2-yl)-1H-imidazole-5-carboxamide C(C)C1=CC(=NC=C1)NC(=O)C1=CC=C(C=C1)C=1N=C(N(C1C(=O)N)NC)[C@H]1NCCCC1